BrC1=CC=C(C(=C1N)C([2H])([2H])[2H])OC 6-bromo-3-methoxy-2-(trideuteriomethyl)aniline